N-(3(s),4-dimethyl-pyrazole-1-ylmethyl)-formamide CC1=NN(C=C1C)CNC=O